C(C)(C)(C)[Si](OCC1=CC(=CC=C1)N1CCC(CC1)N1N=CC(=C1)C1=NC2=CC=CC=C2N=C1)(C)C tert-butyl-dimethyl-[[3-[4-(4-quinoxalin-2-ylpyrazol-1-yl)-1-piperidyl]phenyl]methoxy]silane